CC(C)(OC(NC[C@@H](C(NCC(NC\C=C\C(=O)OC)=O)=O)NC1CCN(CC1)[C@H](C)C1=CC=CC2=CC=CC=C12)=O)C methyl (S,E)-2,2-dimethyl-7-((1-((R)-1-(naphthalen-1-yl)ethyl)piperidin-4-yl)amino)-4,8,11-trioxo-3-oxa-5,9,12-triazahexadec-14-en-16-oate